(7-(trifluoromethyl)quinoline-4-carbonyl)glycine FC(C1=CC=C2C(=CC=NC2=C1)C(=O)NCC(=O)O)(F)F